FC1=C(C=CC(=C1)F)C1=NC=2C(=NC(=CC2)N2C[C@@H](N(CC2)C(=O)OC(C)(C)C)C(=O)OC)N1C1=CC=NC=C1 1-tert-butyl 2-methyl (2R)-4-[2-(2,4-difluorophenyl)-3-(pyridin-4-yl)-3H-imidazo[4,5-b]pyridin-5-yl]piperazine-1,2-dicarboxylate